N-((S)-(7-((R*)-Cyclobutyl(2-(3,3-difluorocyclobutyl)acetamido)methyl)imidazo[1,2-b]pyridazin-2-yl)(4,4-difluorocyclohexyl)methyl)-4-methyl-1,2,5-oxadiazole-3-carboxamide C1(CCC1)[C@H](C1=CC=2N(N=C1)C=C(N2)[C@@H](NC(=O)C2=NON=C2C)C2CCC(CC2)(F)F)NC(CC2CC(C2)(F)F)=O |o1:4|